N1,N5-bis(4-(bis(2-hydroxydodecyl)amino)butyl)-3-hydroxy-3-methylpentanediamide OC(CN(CCCCNC(CC(CC(=O)NCCCCN(CC(CCCCCCCCCC)O)CC(CCCCCCCCCC)O)(C)O)=O)CC(CCCCCCCCCC)O)CCCCCCCCCC